C(C)N(C)[Si](CCC(F)(F)F)(CCC(F)(F)F)CCC(F)(F)F ethylmethylamino-tris(3,3,3-trifluoropropyl)silane